C(CC)NCCNCCC N,N'-di-n-propylethylenediamine